OC1=C(C=C(C=C1)O)C(CC)=O 2',5'-dihydroxypropiophenone